(2S,3S)-(+)-2,3-bis(diphenylphosphino)butane C1(=CC=CC=C1)P([C@@H](C)[C@H](C)P(C1=CC=CC=C1)C1=CC=CC=C1)C1=CC=CC=C1